FC1=C(C=CC(=C1)F)N1N=CC2=C1CC1C2C1 1-(2,4-Difluorophenyl)-3b,4,4a,5-tetrahydro-1H-cyclopropa[3,4]-cyclopenta[1,2-c]pyrazol